CC=1C=C2C(C=C(OC2=C(C1)C(C)NC1=C(C(=O)OC(C)(C)C)C=CC=C1)C=1N=CC2=C(N1)NC(=C2)C)=O tert-Butyl 2-[1-[6-methyl-2-(6-methyl-7H-pyrrolo[2,3-d]pyrimidin-2-yl)-4-oxo-chromen-8-yl]ethylamino]benzoate